8-chloro-1-(2,6-dichlorophenyl)-2-(hydroxymethyl)-5-((3-(hydroxymethyl)oxetan-3-yl)methoxy)-1,6-naphthyridin-4(1H)-one ClC=1C=NC(=C2C(C=C(N(C12)C1=C(C=CC=C1Cl)Cl)CO)=O)OCC1(COC1)CO